C1(CCC2=NC=CC=C12)NC=1N=CC=C2C=C(SC12)C=1C(=C(N=C2C(CS(C12)(=O)=O)C(C)C)CCC1CCOCC1)C1=NC(=NO1)C N-(R)-4-aza-1-indanyl(2-(3-isopropyl-6-(3-methyl-1,2,4-oxadiazol-5-yl)-1,1-dioxo-5-[2-(tetrahydro-2H-pyran-4-yl)ethyl]-1λ6-thia-4-aza-7-indanyl)-1-thia-6-aza-7-indenyl)amine